N-[7-benzyloxy-5-fluoro-6-(1,1,4-trioxo-1,2,5-thiadiazolidin-2-yl)-2-naphthyl]-2-[4-[[1-(2,6-dioxo-3-piperidyl)-3-methyl-2-oxo-benzimidazol-5-yl]amino]phenyl]acetamide C(C1=CC=CC=C1)OC1=C(C(=C2C=CC(=CC2=C1)NC(CC1=CC=C(C=C1)NC1=CC2=C(N(C(N2C)=O)C2C(NC(CC2)=O)=O)C=C1)=O)F)N1S(NC(C1)=O)(=O)=O